BrC1=CC=C(C=2S(CCC21)(=O)=O)C 4-bromo-7-methyl-2,3-dihydrobenzo[b]thiophene 1,1-dioxide